FC1=C(C=C(C=C1)F)N\N=C(\C(=O)OCC)/C=N/O Ethyl (2E,3E)-2-[2-(2,5-difluorophenyl)hydrazinylidene]-3-(hydroxyimino)propanoate